3,5-Dimethylheptan CC(CC)CC(CC)C